O=C1NC(CCC1C1=COC2=C1C=C(C=C2)C#CCNC(C2=NC=C(C=C2C)C=2N=CC1=C(C=CC=C1C2)C2=CC1=C(N(C(N1C)=O)C)C(=C2)C)=O)=O N-(3-(3-(2,6-dioxo-piperidin-3-yl)benzofuran-5-yl)prop-2-yn-1-yl)-3-methyl-5-(8-(1,3,7-trimethyl-2-oxo-2,3-dihydro-1H-benzo[d]imidazol-5-yl)isoquinolin-3-yl)picolinamide